C1=CC=CC=2C3=CC=CC=C3N(C12)C1=CC=CC2=C1C1=C(O2)C=CC(=C1)N(C1=CC=CC=C1)C1=CC=C(C=C1)C1=CC2=C(C(=CC=C2C=C1)C1=CC=CC=C1)C1=CC=CC=C1 9-(9H-carbazol-9-yl)-N-{4-(7,8-diphenylnaphthalen-2-yl)phenyl}-N-phenyldibenzo[b,d]furan-2-amine